CS(=O)(=NC1=NC(=NC(=C1)N1[C@@H](COCC1)C)C1=C2C(=NC=C1)NC(=C2)OCC(F)(F)F)C (R)-dimethyl((6-(3-methylmorpholino)-2-(2-(2,2,2-trifluoroethoxy)-1H-pyrrolo[2,3-b]pyridin-4-yl)pyrimidin-4-yl)imino)-λ6-sulfanone